N1C=C(C2=CC=CC=C12)C(C)O 1-(1H-indol-3-yl)ethanol